Cl.FC(COC1=NC=CC(=C1)CN)C [2-(2-fluoropropoxy)pyridin-4-yl]methanamine hydrochloride